methyl 2-methoxy-4-(methoxymethoxy)benzoate COC1=C(C(=O)OC)C=CC(=C1)OCOC